(S)-2-(1-acryloyl-4-(7-(8-chloronaphthalen-1-yl)-8-fluoro-2-((tetrahydro-1H-pyrrolizin-7a(5H)-yl)methoxy)quinazolin-4-yl)piperazin-2-yl)acetonitrile C(C=C)(=O)N1[C@H](CN(CC1)C1=NC(=NC2=C(C(=CC=C12)C1=CC=CC2=CC=CC(=C12)Cl)F)OCC12CCCN2CCC1)CC#N